FC=1C=C(OC2C(COC2)O)C=CC1N1CCNCC1 4-(3-fluoro-4-(piperazin-1-yl)phenoxy)tetrahydrofuran-3-ol